7-[(2-hydroxyethyl)(methyl)amino]-1-methyl-4-[4-(5-methyl-1,3-benzoxazol-2-yl)piperidin-1-yl]-2-oxo-1,2-dihydroquinoline-3-carboxamide OCCN(C1=CC=C2C(=C(C(N(C2=C1)C)=O)C(=O)N)N1CCC(CC1)C=1OC2=C(N1)C=C(C=C2)C)C